C12NCC(C1N1C(=CC=3C(=NC=4C(=C(C(=CC4C31)CCC#N)C3=CC(=CC1=CC=CC=C31)O)F)OCC)C(C)N3C(COCC3)=O)C2 3-(1-(2-azabicyclo[2.1.1]hexane-5-yl)-4-ethoxy-6-fluoro-7-(3-hydroxynaphthalen-1-yl)-2-(1-(3-oxo-N-morpholinyl)ethyl)-1H-pyrrolo[3,2-c]quinolin-8-yl)propionitrile